methyl 2-{[4-(2,3-bis{[2-(trimethylsilyl)ethoxy]methoxy}phenyl)piperidin-1-yl]methyl}-1-(2-methoxyethyl)-1H-benzimidazole-6-carboxylate C[Si](CCOCOC1=C(C=CC=C1OCOCC[Si](C)(C)C)C1CCN(CC1)CC1=NC2=C(N1CCOC)C=C(C=C2)C(=O)OC)(C)C